N[C@H]1[C@H]2CC[C@@H](C1)N2C=2N(C(C1=C(N2)NC=C1C1=CC=C2C=CC(=NC2=C1Cl)NC)=O)C 2-[(1R,2R,4S)-2-amino-7-azabicyclo[2.2.1]heptan-7-yl]-5-[8-chloro-2-(methylamino)quinolin-7-yl]-3-methyl-3H,4H,7H-pyrrolo[2,3-d]pyrimidin-4-one